CC1(CC(C1)C(CC(=O)OCC)O)C ethyl 3-(3,3-dimethylcyclobutyl)-3-hydroxy-propionate